O-benzyloxycarboxylamine hydrochloride Cl.C(C1=CC=CC=C1)OOC(=O)N